[Br].[Cd] Cadmium bromine